OCC=1C=C(C#N)C=CN1 2-(hydroxymethyl)isonicotinonitrile